C1CC12CCN(CC2)C2=C(C(=O)N)C=CC=C2 2-(6-Azaspiro[2.5]octan-6-yl)benzamide